C1(CC1)C=1C=C(C=CC1[N+](=O)[O-])N1C[C@H]2CC[C@@H](C1)N2C(=O)OC(C)(C)C tert-butyl (1R,5S)-3-(3-cyclopropyl-4-nitrophenyl)-3,8-diazabicyclo[3.2.1]octane-8-carboxylate